[(2S)-4-benzyl-2-methylmorpholin-2-yl]methanol C(C1=CC=CC=C1)N1C[C@@](OCC1)(C)CO